ClC1=C(C=CC(=C1)NC1CCCC1)C=1C(=C(C(=O)N)C=CC1)OC (2-chloro-4-(cyclopentylamino)phenyl)-2-methoxybenzamide